[Na].CC1=C(C(=NO1)C1=CC=CC=C1)C1=CC=C(C=C1)S(=O)(=O)NC(CC)=O N-[[4-(5-methyl-3-phenyl-4-isoxazolyl)phenyl]sulfonyl]propionamide Sodium salt